tert-butyl N-(6-chloropyrimidin-4-yl)carbamate ClC1=CC(=NC=N1)NC(OC(C)(C)C)=O